B([O-])(F)F.C[N+](C)(C)C tetramethylammonium difluoroborate